FC(OC1=CC=CC=2C(N([C@H]3C=4N([C@@H](C21)C3)C3=C(N4)C=CC(=C3)C#CC3CN(C3)C(C(C)(C)C)=O)C([2H])([2H])[2H])=O)F (7R,14R)-1-(difluoromethoxy)-6-(methyl-d3)-11-((1-pivaloylazetidin-3-yl)ethynyl)-6,7-dihydro-7,14-methanobenzo[f]benzo[4,5]imidazo[1,2-a][1,4]diazocin-5(14H)-one